trihydrobromide, dihydrochloride Cl.Cl.Br.Br.Br